CC(CCC[C@@H](C)O)C (2R)-6-Methyl-2-heptanol